1-chloro-2-methyl-eicosane ClCC(CCCCCCCCCCCCCCCCCC)C